C(C1=CC=CC=C1)C1=C(C=NN1C)C(=O)N 5-benzyl-1-methyl-1H-pyrazole-4-carboxamide